C1(CCCCC1)C1=CC=C(C=C1)C=1NC=2N(C(C1)=O)N=C(C2C(=O)N2CC(C2)CF)C2=NC=CC(=N2)C(F)(F)F 5-(4-Cyclohexylphenyl)-3-(3-(fluoromethyl)azetidine-1-carbonyl)-2-(4-(trifluoromethyl)pyrimidin-2-yl)pyrazolo[1,5-a]pyrimidin-7(4H)-one